2-{[6-(cyclopropylmethoxy)-2-methylindolizin-3-yl]formamido}-3-hydroxy-2-methylpropanamide C1(CC1)COC1=CN2C(=C(C=C2C=C1)C)C(=O)NC(C(=O)N)(CO)C